4-chloro-2,6-difluorophenylboronic acid ClC1=CC(=C(C(=C1)F)B(O)O)F